COC([C@H](O)C1=CC=CC=C1)=O (R)-mandelic acid methyl ester